1-(4-(7-chloro-4-(2,6-dimethylphenyl)-6-(2-fluoro-6-hydroxyphenyl)-1-phthalazinyl)-1-piperazinyl)-2-propen-1-one ClC1=C(C=C2C(=NN=C(C2=C1)N1CCN(CC1)C(C=C)=O)C1=C(C=CC=C1C)C)C1=C(C=CC=C1O)F